5-(2-fluoro-6-hydroxy-4-(((5-isopropylpyridin-3-yl)amino)methyl)phenyl)-1,2,5-thiadiazolidin-3-one 1,1-dioxide FC1=C(C(=CC(=C1)CNC=1C=NC=C(C1)C(C)C)O)N1CC(NS1(=O)=O)=O